(R)-5-Chloro-N-(3,5-dimethoxyphenyl)-2-ethynyl-N-(1-(2,2,2-trifluoroethyl)piperidin-3-yl)thiazole-4-carboxamide ClC1=C(N=C(S1)C#C)C(=O)N([C@H]1CN(CCC1)CC(F)(F)F)C1=CC(=CC(=C1)OC)OC